(fluoromethoxy)-N-methyl-4-(2-(3-(trifluoromethoxy)phenethyl)phenoxy)-N-(trifluoromethyl)butan-1-amine FCOC(CCCOC1=C(C=CC=C1)CCC1=CC(=CC=C1)OC(F)(F)F)N(C(F)(F)F)C